N-(2-methoxy)ethyl-2-mercapto-5-pentanolactam COCCN1C(C(CCC1)S)=O